N,N-dimethylaminoethoxyethanol tert-butyl-(3S)-3-[1-(3-bromophenyl)sulfanyl-2-methoxy-2-oxo-ethyl]pyrrolidine-1-carboxylate C(C)(C)(C)C1N(CC[C@@H]1C(C(=O)OC)SC1=CC(=CC=C1)Br)C(=O)OC(C)OCCN(C)C